[Si](C)(C)(C(C)(C)C)OC1=C(CNC=2C=C(C(=NC2)S(=O)(=O)NC=2SC(=C(N2)C2=CC(=C(C=C2)F)F)C2(CCC2)O)C)C=CC=C1OC 5-((2-((tert-butyldimethylsilyl)oxy)-3-methoxybenzyl)amino)-N-(4-(3,4-difluorophenyl)-5-(1-hydroxycyclobutyl)thiazol-2-yl)-3-methylpyridine-2-sulfonamide